N-acetyl-β-L-fucosamine C(C)(=O)N[C@@H]1[C@@H](O)O[C@H]([C@H]([C@H]1O)O)C